C1(CC1)C=1C(=C2C(=NC1C(F)(F)F)CCC2)NC(OCC(Cl)(Cl)Cl)=O 2,2,2-trichloroethyl (3-cyclopropyl-2-(trifluoromethyl)-6,7-dihydro-5H-cyclopenta[b]pyridine-4-yl)carbamate